1-chloro-4-hydroxy-7-(thiophene-2-yloxy)isoquinoline-3-carboxylic acid methyl ester COC(=O)C=1N=C(C2=CC(=CC=C2C1O)OC=1SC=CC1)Cl